ClC1=NC=C(C(=N1)CC1=CC=C(C=C1)C=1N(C=C(N1)C(F)(F)F)C)OC 2-chloro-5-methoxy-4-(4-(1-methyl-4-(trifluoromethyl)-1H-imidazol-2-yl)benzyl)pyrimidine